O1CCC(C2=C1C=CC=C2)C#N 3,4-dihydro-2H-1-benzopyran-4-carbonitrile